C(CCCCCCCCCCCCC(=O)[O-])(=O)[O-] tetradecanedioic acid anion